3,3'-methylenebis(5-methylthio-1,2,4-triazole) C(C1=NNC(=N1)SC)C1=NNC(=N1)SC